CCCCC/C=C\\C[C@@H](/C=C/C=C\\C=C\\C(=O)CCCC(=O)O)O The molecule is an icosanoid that is (6E,8Z,10E,14Z)-icosatetraenoic acid substituted at positions 5 and 12 by oxo and hydroxy groups respectively. It has a role as a human blood serum metabolite. It is an enone, an icosanoid, a long-chain fatty acid, an oxo fatty acid and a hydroxy polyunsaturated fatty acid.